OC=1C(=NN(C1C)C)C1=CC=C(C(=O)OC)C=C1 Methyl 4-(4-hydroxy-1,5-dimethyl-1H-pyrazol-3-yl)benzoate